OB1OC2=C([C@@H]3[C@H]1C3)C=CC(=C2C(=O)O)OC2CN(C2)CC2=NNC=N2 (1aR,7bS)-2-hydroxy-5-({1-[(1H-1,2,4-triazol-3-yl)methyl]azetidin-3-yl}oxy)-1,1a,2,7b-tetrahydrocyclopropa[c][1,2]benzoxaborinine-4-carboxylic acid